7-Bromo-1-methyl-1H-1,3-benzodiazole BrC1=CC=CC2=C1N(C=N2)C